7-(4,4,5,5-tetramethyl-1,3,2-dioxaborolan-2-yl)pyrido[2,3-b]pyrazine CC1(OB(OC1(C)C)C1=CC=2C(=NC=CN2)N=C1)C